2-(1-(methylthio)ethyl)aniline CSC(C)C1=C(N)C=CC=C1